Dibenzothiopyran C1=CC=CC2=C1C1=C(CS2)C=CC=C1